COC=1C=C(C=CC1)C1=NN(C2=CC=CC=C12)CC(C(=O)OC(=C)C(F)(F)F)(C)C 3,3,3-Trifluoroprop-1-en-2-yl 3-(3-(3-methoxyphenyl)-1H-indazol-1-yl)-2,2-dimethylpropanoate